(4-((4-amino-5-chloro-2,3-dihydrobenzofuran-7-carboxamido)methyl)piperidin-1-yl)heptanoic acid NC1=C(C=C(C2=C1CCO2)C(=O)NCC2CCN(CC2)C(C(=O)O)CCCCC)Cl